N-(3-(6-(4-(3H-imidazo[4,5-b]pyridin-7-yl)-1H-pyrazol-1-yl)pyridin-3-yl)-4,4,4-trifluorobutyl)-2-cyanoacetamide N1=CNC2=NC=CC(=C21)C=2C=NN(C2)C2=CC=C(C=N2)C(CCNC(CC#N)=O)C(F)(F)F